[Cl-].[Cl-].C(C)(C)(C)C(C(C)(C)C)=[Zr+2](C1=CC=CC=2C3=CC=CC=C3CC12)C1C=CC=C1 di-tert-butylmethylene(cyclopentadienyl)(fluorenyl)zirconium dichloride